3-((2S)-2-hydroxy-3-(8-(4-(hydroxymethyl)phenylsulfonyl)-1-oxa-8-azaspiro[4.5]dec-3-ylamino)propoxy)-N-methylbenzenesulfonamide O[C@H](COC=1C=C(C=CC1)S(=O)(=O)NC)CNC1COC2(C1)CCN(CC2)S(=O)(=O)C2=CC=C(C=C2)CO